ClC1=C(C=CC=C1Cl)[C@@H]1N(OCC1)C1=CC(=NC=N1)NC=1C(=CC(=C(C1)NC(C=C)=O)N1CCC(CC1)N1CCOCC1)OC N-(5-((6-((R)-3-(2,3-dichlorophenyl)isoxazolidine-2-yl)pyrimidine-4-yl)amino)-4-methoxy-2-(4-morpholinopiperidine-1-yl)phenyl)acrylamide